(R)-5-(2-ethoxy-3-pyridinyl)-3-methyl-N-[(1-methylimidazol-4-yl)methyl]-1-[1-methylpropyl]pyrazolo[4,3-b]pyridin-7-amine C(C)OC1=NC=CC=C1C1=CC(=C2C(=N1)C(=NN2[C@@H](CC)C)C)NCC=2N=CN(C2)C